C[C@H]1N(CC(NC1)=O)C1=NC=C(C=N1)[N+](=O)[O-] (5R)-5-methyl-4-(5-nitropyrimidin-2-yl)piperazin-2-one